adipic acid carbon [C].C(CCCCC(=O)O)(=O)O